[Na+].[Na+].SCC(=O)[O-].SCC(=O)[O-] mercaptoacetic acid, disodium salt